C(C1=CC=CC=C1)OC1=CC=C(C=C1)C1C(CN(CC1)C(=O)OC(C)(C)C)F tert-butyl 4-(4-benzyloxyphenyl)-3-fluoro-piperidine-1-carboxylate